8-(benzyloxy)-1,2-difluoro-6-(methoxymethoxy)naphthalene C(C1=CC=CC=C1)OC=1C=C(C=C2C=CC(=C(C12)F)F)OCOC